5-[3-(3-bromophenyl)oxetan-3-yl]-4-methyl-1,2,4-triazole-3-thiol BrC=1C=C(C=CC1)C1(COC1)C=1N(C(=NN1)S)C